2,5-dimethoxybenzene COC1=CC=C(C=C1)OC